5-(trifluoromethoxy)-1H-indazole FC(OC=1C=C2C=NNC2=CC1)(F)F